6,7-bis(2-methoxylethoxy)-4-(4-phenylpiperazin-1-yl)quinazoline Bis(2-cyanoethyl)(4-methylpent-3-en-1-yl)phosphonate C(#N)CCOP(OCCC#N)(=O)CCC=C(C)C.O(C)CCOC=1C=C2C(=NC=NC2=CC1OCCOC)N1CCN(CC1)C1=CC=CC=C1